(5S,7S)-2-((2,2-difluorocyclopropyl)sulfinyl)-7-fluoro-5-phenyl-6,7-dihydro-5H-pyrrolo[1,2-b][1,2,4]triazole FC1(C(C1)S(=O)C=1N=C2N(N1)[C@@H](C[C@@H]2F)C2=CC=CC=C2)F